C12CN(CC(NC1)C2)C2=NC=CC(=N2)NC=2C=C1C=NNC1=CC2 N-(2-(3,6-diazabicyclo[3.2.1]oct-3-yl)pyrimidin-4-yl)-1H-indazol-5-amine